CC1=C(C=CC(=C1)C)C1=NC(=NC(=N1)C1=C(C=C(C=C1)C)C)C1=C(C=C(C(=C1)C(C)(C)C1=CC=CC=C1)OCC(COCCCCCCCC)O)O 2,4-bis(2,4-dimethylphenyl)-6-[2-hydroxy-4-(3-octyloxy-2-hydroxypropyloxy)-5-α-cumylphenyl]-s-triazine